O=C[C@H](O)[C@@H](O)[C@H](O)[C@H](O)CO e-glucose